CC1(N(CC1OC1=NN(C=C1[N+](=O)[O-])C)C(C)O)C racemic-1-(2,2-dimethyl-3-((1-methyl-4-nitro-1H-pyrazol-3-yl)oxy)azetidin-1-yl)ethanol